(S)-2-(methyl(phenyl)amino)-N-(1-(3-(2-(trifluoromethyl)pyridin-4-yl)-1,2,4-oxadiazol-5-yl)ethyl)acetamide CN(CC(=O)N[C@@H](C)C1=NC(=NO1)C1=CC(=NC=C1)C(F)(F)F)C1=CC=CC=C1